2,3-difluoro-4-((trimethylsilyl)ethynyl)aniline FC1=C(N)C=CC(=C1F)C#C[Si](C)(C)C